(R)-5-methyl-2-(4-((1-methylpiperidin-3-yl)amino)-5,6,7,8-tetrahydro-5,8-ethanophthalazin-1-yl)phenol CC=1C=CC(=C(C1)O)C1=NN=C(C=2C3CCC(C12)CC3)N[C@H]3CN(CCC3)C